9,10-bis(4-formylstyryl)anthracene C(=O)C1=CC=C(C=CC=2C3=CC=CC=C3C(=C3C=CC=CC23)C=CC2=CC=C(C=C2)C=O)C=C1